N-(4-bromopyridine-2-yl)-4-methoxybenzamide BrC1=CC(=NC=C1)NC(C1=CC=C(C=C1)OC)=O